(3S,11bS)-9-(benzyloxy)-3-(tert-butoxy)-10-methoxy-1,3,4,6,7,11b-hexahydro-2H-pyrido[2,1-a]isoquinolin-2-one C(C1=CC=CC=C1)OC=1C=C2CCN3[C@H](C2=CC1OC)CC([C@H](C3)OC(C)(C)C)=O